C1(CCCC1)[C@@H]([C@H](C)OC([C@@H](NC(=S)C1=NC=CC(=C1OC(C)=O)OC)C)=O)C1=CC=CC=C1 (3-acetoxy-4-methoxypyridine-2-thiocarbonyl)-L-alanine (1R,2S)-1-cyclopentyl-1-phenylprop-2-yl ester